1-tert-butoxycarbonyl-4-methyl-piperidine-4-carboxylic acid C(C)(C)(C)OC(=O)N1CCC(CC1)(C(=O)O)C